N-([6-({[(2-fluorocyclobutyl)methyl]amino}methyl)imidazo[1,2-a]pyridin-2-yl]methyl)-4-oxo-4H-pyrido[1,2-a]pyrimidine-2-carboxamide FC1C(CC1)CNCC=1C=CC=2N(C1)C=C(N2)CNC(=O)C=2N=C1N(C(C2)=O)C=CC=C1